5-((7-chloroquinolin-2-yl)amino)-3-(4-(ethylsulfonamido)-3-((4-fluorobenzyl)oxy)phenyl)-1H-pyrazole-4-carboxamide ClC1=CC=C2C=CC(=NC2=C1)NC1=C(C(=NN1)C1=CC(=C(C=C1)NS(=O)(=O)CC)OCC1=CC=C(C=C1)F)C(=O)N